Cl.ClC=1C(=C(C(=O)OC[C@H]2O[C@H]([C@@H]([C@H]([C@@H]2O)O)N)O)C(=CC1)Cl)OC ((2R,3S,4R,5R,6R)-5-amino-3,4,6-trihydroxytetrahydro-2H-pyran-2-yl)methyl 3,6-dichloro-2-methoxybenzoate hydrochloride